ClC=1C=CC(=C(C1)N1CC(N(CC1=O)C(C(=O)NC1=CC2=CN(N=C2C=C1)C)CC1=CC=C(C=C1)F)=O)N1N=NC(=C1)Cl 2-(4-(5-chloro-2-(4-chloro-1H-1,2,3-triazol-1-yl)phenyl)-2,5-dioxopiperazin-1-yl)-3-(4-fluorophenyl)-N-(2-methyl-2H-indazol-5-yl)propanamide